ClC1=CN=C2C(=N1)SC(=C2)C2=CC[C@@H](CC2)NC(OC(C)(C)C)=O |r| rac-tert-butyl (R)-(4-(3-chlorothieno[2,3-b]pyrazin-6-yl)cyclohex-3-en-1-yl)carbamate